4-(1-(1,1,1-Trifluoropropan-2-yl)-1H-pyrazol-4-yl)pyridin-2-amine FC(C(C)N1N=CC(=C1)C1=CC(=NC=C1)N)(F)F